C(C)OC(C(=C(C1=CC=CC=C1)C1=CC=CC=C1)C#N)=O α-cyano-β,β-diphenylacrylic acid ethyl ester